(R)-2-(6-((2-hydroxy-3-methylbutyl)amino)pyridazin-3-yl)-3-methyl-5-(trifluoromethyl)phenol O[C@@H](CNC1=CC=C(N=N1)C1=C(C=C(C=C1C)C(F)(F)F)O)C(C)C